C[C@@H]1CN(C[C@H](O1)C=1C(=NNC1)C)C1=NC(=NC=C1)C1=CN=C2N1C=C(N=C2)C(F)(F)F (2R,6R)-2-methyl-6-(3-methyl-1H-pyrazol-4-yl)-4-(2-(6-(trifluoromethyl)imidazo[1,2-a]pyrazin-3-yl)pyrimidin-4-yl)morpholine